tert-butyl 6-[[3-[1-(trifluoromethyl)cyclopropyl]-1,2,4-triazol-1-yl]methyl]-2-azaspiro[3.3]heptane-2-carboxylate FC(C1(CC1)C1=NN(C=N1)CC1CC2(CN(C2)C(=O)OC(C)(C)C)C1)(F)F